C1(C(CC(CC1)CCC(=O)OCCCCC)CCC(=O)OCCCCC)CCC(=O)OCCCCC tris(n-pentyl) cyclohexane-1,2,4-tripropionate